C1OCCC=2C1=CC=CC2C=O 3,4-DIHYDRO-1H-2-BENZOPYRAN-5-CARBOXALDEHYDE